[N-](S(=O)(=O)C(F)(F)F)S(=O)(=O)C(F)(F)F.C(CCC)[N+]1=CC=CC=C1 1-butylpyridinium bis(trifluoromethylsulfonyl)imide